ethoxybiphenylcarboxylic acid C(C)OC1=C(C(=CC=C1)C1=CC=CC=C1)C(=O)O